5-amino-3-bromo-1-(3-fluorocyclobutyl)-1H-pyrazole-4-carbonitrile NC1=C(C(=NN1C1CC(C1)F)Br)C#N